carbamic acid 2-methoxy-ethyl ester COCCOC(N)=O